C(C)(C)(C)OC(=O)N[C@@H]1CC[C@H](CC1)NC(=O)C12CC3(CC(CC(C1)(C3)C3=CC=CC=C3)C2)C(=O)OC methyl 3-[trans-(4-{[(tert-butoxy)carbonyl]amino}cyclohexyl)carbamoyl]-5-phenyladamantane-1-carboxylate